2-(3,5-difluorophenyl)-N-[4-(2,4-dimethylphenyl)-1-oxophthalazin-2(1H)-yl]acetamide FC=1C=C(C=C(C1)F)CC(=O)NN1C(C2=CC=CC=C2C(=N1)C1=C(C=C(C=C1)C)C)=O